1-(2-(6-(3,4-Dichlorophenylamino)-3,4-dihydro-1H-pyrido[3,4-b]indol-2(9H)-yl)ethyl)guanidine ClC=1C=C(C=CC1Cl)NC=1C=C2C3=C(NC2=CC1)CN(CC3)CCNC(=N)N